C(C)(C)(C)C=1C=C(C(=C(C1)[C@H](C(=O)O)N1C[C@@H](CC1)N(CCCCCC1=NC=2NCCCC2C=C1)CC)OC)F (R)-2-(5-(tert-butyl)-3-fluoro-2-methoxyphenyl)-2-((R)-3-(ethyl(5-(5,6,7,8-tetrahydro-1,8-naphthyridin-2-yl)pentyl)amino)pyrrolidin-1-yl)acetic acid